2-[4-[3-[1-(5-chloropyrimidin-2-yl)-4-piperidyl]propoxy]-2-fluoro-phenyl]-1-[3-[[rac-(3S,4S)-3,4-dihydroxypyrrolidin-1-yl]methyl]azetidin-1-yl]ethanone ClC=1C=NC(=NC1)N1CCC(CC1)CCCOC1=CC(=C(C=C1)CC(=O)N1CC(C1)CN1C[C@@H]([C@H](C1)O)O)F |r|